CN1N=CC=C1N1C[C@@H](CC1)NC(OC(C)(C)C)=O tert-butyl (R)-(1-(1-methyl-1H-pyrazol-5-yl)pyrrolidin-3-yl)carbamate